(R)-3-(4,4-difluoropiperidin-1-yl)-3-(4-hydroxyphenyl)-7-(trifluoromethyl)indolin-2-one FC1(CCN(CC1)[C@]1(C(NC2=C(C=CC=C12)C(F)(F)F)=O)C1=CC=C(C=C1)O)F